C(C)C1=NN(C2=C1C(NCC1(CCOCC1)C2)=O)C[C@H](COC(C2=CC(=C(C=C2)C(F)(F)F)OC)=O)C 3-Methoxy-4-(trifluoromethyl)benzoic acid [(2R)-3-(3-ethyl-4-oxo-spiro[6,8-dihydro-5H-pyrazolo[4,3-c]azepin-7,4'-tetrahydropyran]-1-yl)-2-methyl-propyl] ester